C(CCCCC)OC(CCCCCCCC\C=C/CCO)OCCCCCC (3Z)-13,13-dihexoxy-3-tridecen-1-ol